C(C(C)C)NC(=O)C=1C=C(C=CC1)C1=CC=CC=C1 N-isobutyl-[1,1'-biphenyl]-3-carboxamide